C(CS)S ethylenedithiol